β-naphthoate C1=C(C=CC2=CC=CC=C12)C(=O)[O-]